C(C)(C)(C)C1=CC(=NC=C1)C1=NC=CC=C1 4'-tert-butyl-2,2'-bipyridine